6-[(2,6-dimethyl-4-triisopropylsiloxy-phenyl)-hydroxy-methyl]-3,4-dihydro-1H-quinolin-2-one CC1=C(C(=CC(=C1)O[Si](C(C)C)(C(C)C)C(C)C)C)C(C=1C=C2CCC(NC2=CC1)=O)O